NCCCCCC1(CC(=C(C(=O)NC=2SC(=CN2)C)C=C1)C)C(=O)N 4-(5-Aminopentyl)-2-methyl-N1-(5-methylthiazol-2-yl)terephthalamide